RAC-(4-{4-[(3R)-2,6-DIOXOPIPERIDIN-3-YL]PHENYL}PIPERAZIN-1-YL)ACETIC ACID O=C1NC(CC[C@@H]1C1=CC=C(C=C1)N1CCN(CC1)CC(=O)O)=O |r|